pyrimido[4,5-d][1,3]thiazine-2,4(3H)-dione N1C(SC(C2=C1N=CN=C2)=O)=O